F[C@@H]1C[C@H](N(C1)C(CC=1C=NC=NC1)=O)C(=O)N[C@@H](C1=CC=CC=C1)C1=CC(=C(C=C1)C(C)C)F (2S,4R)-4-fluoro-N-[(S)-[3-fluoro-4-(propan-2-yl)phenyl](phenyl)methyl]-1-[2-(pyrimidin-5-yl)acetyl]pyrrolidine-2-carboxamide